BrC=1C=C2C(=C(\C(\C2=CC1)=C/C1=CC=C(C=C1)OC1=CC=C(C=C1)Cl)C)CC(=O)O (E)-2-(5-Bromo-1-(4-(4-chlorophenoxy)benzylidene)-2-methyl-1H-inden-3-yl)acetic acid